OC[C@H]1N(CCC1)CC1=C2CCCC2=C(C=C1OCC=1C=C(C(=O)N)C=CC1)OCC=1C(=C(C=CC1)C1=CC=CC=C1)C (S)-3-(((4-((2-(hydroxymethyl)pyrrolidin-1-yl)methyl)-7-((2-methyl-[1,1'-biphenyl]-3-yl)methoxy)-2,3-dihydro-1H-inden-5-yl)oxy)methyl)benzamide